di-tert-butyl-4-hydroxytoluene C(C)(C)(C)C(C1=CC=C(C=C1)O)C(C)(C)C